tert-butyl 2-(5-bromothiophen-2-yl)-6,6-difluoro-1,4-oxazepane-4-carboxylate BrC1=CC=C(S1)C1OCC(CN(C1)C(=O)OC(C)(C)C)(F)F